ClC1=CC=C(C=C1)C1=C(C(=O)O)C=CC=C1 (4'-chlorophenyl)benzoic acid